6-(6-bromo-5-fluoro-benzimidazol-1-yl)-2-[3-(difluoromethyl)-5-methyl-pyrazol-1-yl]pyridine-3-carbonitrile BrC=1C(=CC2=C(N(C=N2)C2=CC=C(C(=N2)N2N=C(C=C2C)C(F)F)C#N)C1)F